Oxo-2,4-Heptadienamide O=C(C=CC=CC(=O)N)C